1-[3-(2,2-difluoro-ethoxy)phenyl]-3,3-dimethyl-N-(3-methyl-1,1-dioxo-thietan-3-yl)-2-oxo-indoline-5-carboxamide FC(COC=1C=C(C=CC1)N1C(C(C2=CC(=CC=C12)C(=O)NC1(CS(C1)(=O)=O)C)(C)C)=O)F